1-(3-chloropyridin-2-yl)-3-((1,1-dioxothietan-3-yl) oxy)-1H-pyrazole-5-carboxylate (ethyl 1-(3-chloropyridin-2-yl)-3-((1,1-dioxathian-3-yl) oxy)-1H-pyrazole-5-carboxate) C(C)C=1C(=NN(C1C(=O)O)C1=NC=CC=C1Cl)OC1SOCCC1.ClC=1C(=NC=CC1)N1N=C(C=C1C(=O)O)OC1CS(C1)(=O)=O